BrC=1C=C(C=CC1)NC(C1=C(C=CC=C1)S(=O)(=O)N1CCCCC1)=O N-(3-bromophenyl)-2-(piperidin-1-ylsulfonyl)benzamide